[N+](=O)([O-])C1=CC=C(C=C1)C1=CC=C(C=C1)[N+](=O)[O-] 4,4'-dinitrobiphenyl